octane-8-carboxylic acid hydrochloride Cl.CCCCCCCCC(=O)O